FC=1C=C(C(=O)NC2=NC=CC(=C2)C(F)(F)F)C=CC1B1OC(C(O1)(C)C)(C)C 3-Fluoro-4-(4,4,5,5-tetramethyl-1,3,2-dioxaborolan-2-yl)-N-[4-(trifluoromethyl)-2-pyridyl]benzamide